C(C1=CC=CC=C1)(=O)OO[C@@H]([C@H](C)NC(=O)[C@@H]1OCCC1)C1=CC=C(C=C1)C1CC1 (1R,2S)-1-(4-cyclopropylphenyl)-2-[[(2R)-tetrahydrofuran-2-carbonyl]amino]propoxyl benzoate